N-methyl-2-((1S,2S)-2-(4-methylpyrimidin-2-yl)cyclopropyl)-4-(2-oxa-6-azaspiro[3.3]heptan-6-yl)quinolin-7-amine CNC1=CC=C2C(=CC(=NC2=C1)[C@@H]1[C@H](C1)C1=NC=CC(=N1)C)N1CC2(COC2)C1